tert-butyl N-[2-(chlorosulfonylamino)ethyl]carbamate ClS(=O)(=O)NCCNC(OC(C)(C)C)=O